C[C@@H]1CC[C@@H]2[C@]13CC=C([C@H](C3)C2(C)C)C (-)-cedrene